3-[(2R)-piperidin-2-yl]Azetidin-3-ol N1[C@H](CCCC1)C1(CNC1)O